FC1=C(C=CC(=C1C(=O)C1=NN(C2=NC=C(C=C21)B2OC(C(O2)(C)C)(C)C)C2OCCCC2)F)NS(=O)(=O)CC2=CC=CC=C2 N-[2,4-difluoro-3-[1-(oxan-2-yl)-5-(4,4,5,5-tetramethyl-1,3,2-dioxaborolan-2-yl)pyrazolo[3,4-b]pyridine-3-carbonyl]phenyl]-1-phenylmethanesulfonamide